ClC=1C=C(C=NC1)C1=NC(=C2N=CN(C2=N1)[C@H]1[C@@H]([C@@H]([C@H](O1)C(=O)NC([2H])([2H])[2H])O)O)NCCC=1C=NC=CC1 (2S,3S,4R,5R)-5-(2-(5-chloropyridin-3-yl)-6-((2-(pyridin-3-yl)ethyl)amino)-9H-purine-9-yl)-3,4-dihydroxy-N-(methyl-d3)-tetrahydrofuran-2-carboxamide